(S)-9-bromo-N-(2-cyano-4,4,4-trifluorobutan-2-yl)-8-methoxy-N-methyl-1-(thiophen-2-yl)-5,6-dihydroimidazo[5,1-a]isoquinoline-3-carboxamide BrC1=C(C=C2CCN3C(C2=C1)=C(N=C3C(=O)N(C)[C@@](C)(CC(F)(F)F)C#N)C=3SC=CC3)OC